6-(2-{6-[(3R,5R)-3-Amino-5-fluoropiperidine-1-carbonyl]-4-methoxy-3-methylpyrazolo[1,5-a]pyridin-2-yl}-1-(cyclopropylmethyl)-1H-indol-6-yl)-8-fluoro-5-methyl-1,2-dihydroquinolin-2-one N[C@H]1CN(C[C@@H](C1)F)C(=O)C=1C=C(C=2N(C1)N=C(C2C)C=2N(C1=CC(=CC=C1C2)C=2C(=C1C=CC(NC1=C(C2)F)=O)C)CC2CC2)OC